bis-(4-hydroxyphenyl)propane OC1=CC=C(C=C1)C(C)(C)C1=CC=C(C=C1)O